C(CC)C=1NC2=C(N1)C=C(C=C2C)C2=NC1=C(N2C)C=CC=C1 2-(2-n-propyl-4-methylbenzimidazol-6-yl)-1-methylbenzimidazole